(2,3,4,5-tetrahydro-1H-3-benzazepin-1-yl)methanol C1(CNCCC2=C1C=CC=C2)CO